ClC=1C(=C(C=CC1)C)[C@]1(CN(CC1)C(=O)OC(C)(C)C)NC1=CC=C2C=C(C=NC2=C1)C#N tert-butyl (R)-3-(3-chloro-2-tolyl)-3-(3-cyano-7-quinolylamino)-1-pyrrolidinecarboxylate